N-methyl-alanine methyl ester hydrochloride salt Cl.COC([C@@H](NC)C)=O